C1(=CC=CC=C1)C=1N=C(N(C1)N)N 4-phenyl-1H-imidazole-1,2-diamine